6-bromo-N-(cyclopropylmethyl)-N-methylpyridin-3-amine BrC1=CC=C(C=N1)N(C)CC1CC1